FC(C(=O)O)(F)F.ClC=1C=C(C=CC1C(=O)N1CCNCC1)NC(=O)C=1N(C(=CN1)C1=C(C(=C(C=C1)OC)F)F)C N-[3-chloro-4-(piperazine-1-carbonyl)phenyl]-5-(2,3-difluoro-4-methoxy-phenyl)-1-methyl-imidazole-2-carboxamide 2,2,2-trifluoroacetate